N-((Butylamino)(4-fluorophenyl)((2,4,4-trimethylpentan-2-yl)imino)-λ6-sulfaneylidene)-4-nitrobenzenesulfonamide C(CCC)NS(=NS(=O)(=O)C1=CC=C(C=C1)[N+](=O)[O-])(=NC(C)(CC(C)(C)C)C)C1=CC=C(C=C1)F